N-[4-[(1r,4r)-[3-[2-[(4-Aminocyclohexyl)amino]pyrimidin-4-yl]pyrid-2-yl]oxy]-3-fluorophenyl]2-chlorobenzenesulfonamide NC1CCC(CC1)NC1=NC=CC(=N1)C=1C(=NC=CC1)OC1=C(C=C(C=C1)NS(=O)(=O)C1=C(C=CC=C1)Cl)F